2-[5-[2-(4-chloro-2-fluoro-phenyl)-2-methyl-1,3-benzodioxol-4-yl]-2-thienyl]acetic acid methyl ester COC(CC=1SC(=CC1)C1=CC=CC=2OC(OC21)(C)C2=C(C=C(C=C2)Cl)F)=O